CC1=NN2C(N(C([C@H](CC2)NC(=O)C2=NN(C=N2)CC2=CC=C(C=C2)F)=O)C)=C1 (S)-N-(2,4-dimethyl-5-oxo-5,6,7,8-tetrahydro-4H-pyrazolo[1,5-a][1,3]diazepin-6-yl)-1-(4-fluorobenzyl)-1H-1,2,4-triazole-3-carboxamide